C[U](C)(C)C tetramethyluranium